N-hydroxy-4-((3-(4-methoxyphenethyl)-2,4-dioxo-3,4-dihydroquinazolin-1(2H)-yl)methyl)benzamide ONC(C1=CC=C(C=C1)CN1C(N(C(C2=CC=CC=C12)=O)CCC1=CC=C(C=C1)OC)=O)=O